BrC1=CC(=C(C=C1)C(\C=C\C1=NC(=C(N=C1C)C)C)=O)O (E)-1-(4-bromo-2-hydroxyphenyl)-3-(3,5,6-trimethylpyrazin-2-yl)-2-propen-1-one